CN(C)C1=CC=CC2=C1C=CC=C2S(=O)(=O)NCCCC[C@@H](C(=O)O)N The molecule is an L-lysine derivative with a dansyl group at the N(6)-position. It has a role as an epitope. It is a L-lysine derivative, a non-proteinogenic L-alpha-amino acid and a sulfonamide.